N-((6aR)-5-(4-(trifluoromethyl)phenyl)-5,6,6a,7,8,9-hexahydropyrido[3,2-e]pyrrolo[1,2-a]pyrazin-8-yl)acetamide FC(C1=CC=C(C=C1)N1C[C@@H]2N(C3=C1C=CC=N3)CC(C2)NC(C)=O)(F)F